2-[6-methoxy-3-(4-methoxybenzoyl)-4-oxo-1,4-dihydro-quinolin-1-yl]-N-(3-methoxyphenyl)acetamide COC=1C=C2C(C(=CN(C2=CC1)CC(=O)NC1=CC(=CC=C1)OC)C(C1=CC=C(C=C1)OC)=O)=O